[Br].C(CC)N1CN(C=C1)C 1-propyl-3-methylimidazole bromine salt